tert-butyl(3-{[3-(3-amino-1H-pyrazol-5-yl)-4-methoxypyridin-2-yl]oxy}propyl)carbamate C(C)(C)(C)OC(NCCCOC1=NC=CC(=C1C1=CC(=NN1)N)OC)=O